COC1=CC=C(CN2C(COCC2)=O)C=C1 4-(4-methoxybenzyl)morpholin-3-one